CC(CN1C=NC2=C1C=C(C=C2)B2OC(C(O2)(C)C)(C)C)(C)O 2-methyl-1-[6-(4,4,5,5-tetramethyl-1,3,2-dioxaborolan-2-yl)-1H-Benzimidazol-1-yl]Propan-2-ol